2-(2-((2-fluorophenyl)amino)-2-oxoacetyl)-N-((S)-1-oxo-3-((S)-2-oxopyrrolidin-3-yl)propan-2-yl)octahydrocyclopenta[c]pyrrole-1-carboxamide FC1=C(C=CC=C1)NC(C(=O)N1C(C2C(C1)CCC2)C(=O)N[C@H](C=O)C[C@H]2C(NCC2)=O)=O